5-Bromo-6-(1-(3-chloropyridin-2-yl)-3-(trifluoromethyl)-1H-pyrazol-5-carboxamido)-N-methylpyrazolo[1,5-a]pyridin-7-carboxamid BrC1=CC=2N(C(=C1NC(=O)C1=CC(=NN1C1=NC=CC=C1Cl)C(F)(F)F)C(=O)NC)N=CC2